(4,4-difluoropiperidin-1-yl)(1H-pyrazolo[3,4-b]pyridin-5-yl)methanone FC1(CCN(CC1)C(=O)C=1C=C2C(=NC1)NN=C2)F